FC1=C(C=CC=C1F)[C@@H]1N(OCC1)C1=CC(=NC=N1)NC1=NC(=C(C=C1OC)N1CCN(CC1)C)C=1C=NN(C1)C (R)-6-(3-(2,3-difluorophenyl)isoxazolidin-2-yl)-N-(3-methoxy-6-(1-methyl-1H-pyrazole-4-yl)-5-(4-methylpiperazin-1-yl)pyridin-2-yl)pyrimidin-4-amine